(Z)-benzaldehyde oxime C(/C1=CC=CC=C1)=N/O